C(C)C=1C(=C(C=CC1)OC(NC1CC(CC(C1)(C)C)(C)CNC(=O)OC1=C(C(=CC=C1)CC)CC)=O)CC 3-((diethylphenoxy)carbonylamino-methyl)-3,5,5-trimethylcyclohexyl-carbamic acid (diethylphenyl) ester